C(C)(C)(C)OC(=O)N1CCC(=CC1)C1=NC=C(C=C1)C1=NN(C=2C1=NC(=C(C2)OC)C2=C1CCCC1=CC=C2)CC2=CC=C(C=C2)OC tert-Butyl-5-(5-(2,3-dihydro-1H-inden-4-yl)-6-methoxy-1-(4-methoxybenzyl)-1H-pyrazolo[4,3-b]pyridin-3-yl)-3',6'-dihydro-[2,4'-bipyridine]-1'(2'H)-carboxylate